C1(CCCC1)N1C(N(C(C=2N=CN=NC21)=O)C)=O 8-cyclopentyl-6-methylpyrimido[5,4-e][1,2,4]triazin-5,7(6H,8H)-dione